6,6,9-trimethyl-3-pentyl-2-(9H-purin-8-yl)-6a,7,8,10a-tetrahydro-6H-benzo[c]chromen-1-ol CC1(OC=2C=C(C(=C(C2C2C1CCC(=C2)C)O)C=2NC1=NC=NC=C1N2)CCCCC)C